fluoro-N-(4-fluoro-3-(2-hydroxyethoxy)benzyl)-4'-oxo-3',4'-dihydro-1'h-spiro[piperidine-4,2'-quinoline]-1-carboxamide FN1C2(CC(C3=CC=CC=C13)=O)CCN(CC2)C(=O)NCC2=CC(=C(C=C2)F)OCCO